4-acetyl-1λ6-thiane-1,1-dione C(C)(=O)C1CCS(CC1)(=O)=O